2-(1H-indol-3-yl-2,4,5,6,7-d5)-N,N-dimethylethan-1-amine-1,1,2,2-d4 N1C(=C(C2=C(C(=C(C(=C12)[2H])[2H])[2H])[2H])C(C(N(C)C)([2H])[2H])([2H])[2H])[2H]